3-(7-Fluoro-1H-indazol-4-yl)-1-isopropyl-N6-[2-methoxy-4-(methylsulfonyl)phenyl]-1H-pyrazolo[3,4-d]pyrimidine-4,6-diamine FC=1C=CC(=C2C=NNC12)C1=NN(C2=NC(=NC(=C21)N)NC2=C(C=C(C=C2)S(=O)(=O)C)OC)C(C)C